4-(4-bromopyrimidin-5-yl)-1-(tert-butoxycarbonyl)piperidine-4-carboxylic acid BrC1=NC=NC=C1C1(CCN(CC1)C(=O)OC(C)(C)C)C(=O)O